N1C=C(C2=CC=CC=C12)C(CC(=O)NN)C1=NC(=CC=C1)C(F)(F)F 3-(1H-indol-3-yl)-N'-(6-(trifluoromethyl)pyridin-2-yl)propionyl-hydrazine